ClC1=C(C=C(C=C1)NC(N(CCN1C(COCC1)=O)C=1C=CC2=C(N=C(S2)NC(OC(C)(C)C)=O)C1)=O)F tert-butyl (5-{3-(4-chloro-3-fluorophenyl)-1-[2-(3-oxomorpholin-4-yl)ethyl]ureido}benzo[d]thiazol-2-yl)carbamate